NC1=NC2=CC(=CC=C2C=C1)CN(C(=O)C=1C=NC=CC1)C=1C(=NC=C(C1)C(F)(F)F)S(=O)(=O)C N-[(2-aminoquinolin-7-yl)methyl]-N-[2-methanesulfonyl-5-(trifluoromethyl)pyridin-3-yl]pyridine-3-carboxamide